2-[4-[5-Amino-4-cyano-1-(1-methylcyclopropyl)pyrazol-3-yl]phenyl]-N-[3-[3-(trifluoromethyl)bicyclo[1.1.1]pent-1-yl]-1,2-oxazol-5-yl]propionamide NC1=C(C(=NN1C1(CC1)C)C1=CC=C(C=C1)C(C(=O)NC1=CC(=NO1)C12CC(C1)(C2)C(F)(F)F)C)C#N